3'-isopropyl-3'H-spiro[dihydroindole-3,4'-pyrrolo[3,4-d]imidazole]-2,6'(5'H)-dione C(C)(C)N1C=NC2=C1C1(NC2=O)C(NC2=CC=CC=C21)=O